benzyl ortho-formate C(OCC1=CC=CC=C1)([O-])[O-]